ClC1=CC=C(CNC(NC2CC3(CC(C3)CNC=O)C2)=O)C=C1 N-((6-(3-(4-chlorobenzyl)ureido)spiro[3.3]heptan-2-yl)methyl)formamide